BrC=1C=CC(=NC1)[C@H](C)NC(=O)[C@H]1N(C[C@@H](C1)O)C(=O)[C@H](C(C)(C)C)NC(OC(C)(C)C)=O tert-butyl N-[(1S)-1-[(2S,4R)-2-[[(1S)-1-(5-bromo-2-pyridyl)ethyl]carbamoyl]-4-hydroxy-pyrrolidine-1-carbonyl]-2,2-dimethyl-propyl]carbamate